FC(C(C(F)(F)F)(O)C1=CC=C(C=C1)B1OC(C(O1)(C)C)(C)C)(F)F 1,1,1,3,3,3-hexafluoro-2-(4-(4,4,5,5-tetramethyl-1,3,2-dioxaborolan-2-yl)phenyl)propan-2-ol